C(C)(C)(C)C1=CC(=NC=C1)N1C2=CC=C(C=C2C=2C=CC(=CC12)O)C1=C(C=CC(=C1)C#N)C 9-(4-tert-butylpyridin-2-yl)-6-(5-cyano-2-methylphenyl)-2-hydroxycarbazole